C(CCCCCCCCCC)(=O)OCC(OC(CCCCCCCCCC)=O)COC(CCCCCCCCCC)=O 1,2,3-Triundecanoylglycerin